C(C1=CC=CC=C1)OCC1=NN(C(N1CC)=O)C=1C=C2C(=CNC(C2=CC1)=O)C1CC1 6-(3-((benzyloxy)methyl)-4-ethyl-5-oxo-4,5-dihydro-1H-1,2,4-triazol-1-yl)-4-cyclopropylisoquinolin-1(2H)-one